trans-(S)-1-phenylethyl 2-[[4-[[4-(trifluoromethyl)phenyl]methyl]pyrazolo[1,5-a]pyridine-3-carbonyl]amino]spiro[3.3]heptane-6-carboxylate FC(C1=CC=C(C=C1)CC=1C=2N(C=CC1)N=CC2C(=O)NC2CC1(C2)CC(C1)C(=O)O[C@@H](C)C1=CC=CC=C1)(F)F